1,3-diethyl-N-((1R,2R)-2-ethyl-1-methylcyclopropyl)-2,4-dioxo-1,2,3,4-tetrahydroquinazoline-6-sulfonamide C(C)N1C(N(C(C2=CC(=CC=C12)S(=O)(=O)N[C@]1([C@@H](C1)CC)C)=O)CC)=O